1,2,5-oxathiazolidine-2,2-dioxide O1S(CCN1)(=O)=O